4-cyclopropyl-2-(trifluoromethyl)pyrimidine-5-sulfonyl chloride C1(CC1)C1=NC(=NC=C1S(=O)(=O)Cl)C(F)(F)F